(2R)-3-[8-[(2,4-difluorophenyl)amino]-5-oxo-5H-dibenzo[a,d]cycloheptene-3-yloxy]-1,2-propanediol FC1=C(C=CC(=C1)F)NC=1C=CC2=C(C=CC3=C(C2=O)C=C(C=C3)OC[C@@H](CO)O)C1